FC=1C=CC2=C(N=C(S2)[C@H]2N(CCC3=C2N=CN3)C(=O)C=3SC=NN3)C1 (S)-(4-(5-fluorobenzo[d]thiazol-2-yl)-6,7-dihydro-1H-imidazo[4,5-c]pyridin-5(4H)-yl)(1,3,4-thiadiazol-2-yl)methanone